CN(C(=O)C1CCC(CC1)=O)C N,N-dimethyl-4-oxocyclohexane-1-carboxamide